FC1=C2C(N(C=NC2=CC(=C1)C=1C=C(C=2N(C1)C=C(N2)C)F)C2CCNCC2)=O 5-fluoro-7-{8-fluoro-2-methylimidazo[1,2-a]pyridin-6-yl}-3-(piperidin-4-yl)quinazolin-4-one